FC1=CC=CC=2N=C(OC21)C2=CC=C(C=C2)NC(=O)C2(CCC2)C N-[4-(7-Fluoro-1,3-benzoxazol-2-yl)phenyl]-1-methylcyclobutancarboxamid